5-((4-nitrobenzoyl)oxy)hexahydrocyclopenta[c]pyrrole-2(1H)-carboxylate [N+](=O)([O-])C1=CC=C(C(=O)OC2CC3C(CN(C3)C(=O)[O-])C2)C=C1